C(C)(C)N1CN=C2N1C(=CC(=C2)C)C=2N(C1=CC=CC=C1C2)C2CCN(CC2)CC2=NN(C=N2)C 3-isopropyl-5-(1-((1-(1-methyl-1H-1,2,4-triazol-3-yl)methyl)piperidin-4-yl)-1H-indol-2-yl)-7-methyl-[1,2,4]triazolo[1,5-a]pyridine